FC(C=1C=CC2=C(NC(=N2)C=2C=C(C=CC2)NC2=CC=C(N=N2)C2CCN(CC2)C(=O)OC(C)(C)C)C1)(F)F tert-butyl 4-(6-((3-(6-(trifluoromethyl)-1H-benzo[d]imidazol-2-yl)phenyl)amino)pyridazin-3-yl)piperidine-1-carboxylate